[C@H]12CN(C[C@H](CC1)N2)C2=NC(=NC=1C(=C(C3=C(C21)C=C(O3)C)C3=CC(=CC(=N3)N)C)F)OC[C@]32CCCN2C[C@@H](C3)F 6-(1-((1R,5S)-3,8-diazabicyclo[3.2.1]octan-3-yl)-5-fluoro-3-(((2R,7aS)-2-fluorotetrahydro-1H-pyrrolizin-7a(5H)-yl)methoxy)-8-methylfuro[3,2-f]quinazolin-6-yl)-4-methylpyridin-2-amine